ClC=1C=C(C2=C(C=C(O2)CNC(=O)C=2C=NN3C2N=CC=C3)C1)C(=O)OCC(C(C(CO)(F)F)(F)F)(F)F 2,2,3,3,4,4-Hexafluoro-5-hydroxypentyl 5-chloro-2-((pyrazolo[1,5-a]pyrimidine-3-carboxamido)methyl)benzofuran-7-carboxylate